palladium phosphine P.[Pd]